carboxyaluminum C(=O)(O)[Al]